CC1=NC=2N(C(=N1)NCC=1C=NC(=CC1)C)N=C(C2)C 2,7-dimethyl-N-((6-methylpyridin-3-yl)methyl)pyrazolo[1,5-a][1,3,5]triazin-4-amin